BrC1=C(C=CC=C1)C1(OCCC1)CNS(=O)(=O)C1=CC=C(C=C1)S(=O)(=O)N(C)C N4-{[2-(2-bromophenyl)oxolan-2-yl]methyl}-N1,N1-dimethylbenzene-1,4-disulfonamide